NC1=NC(=NC(=N1)C1=CC=C(C=C1)CO)NC1=CC=C(C=C1)O 4-((4-amino-6-(4-(hydroxymethyl)phenyl)-1,3,5-triazin-2-yl)amino)phenol